(1E)-tetradecane CCCCCCCCCCCCCC